CC1=NOC(=C1C=1C=C(OC2=C(C=C(C=C2C)NC(=O)NCCOC)C)C=C(C1)C)C 1-(4-(3-(3,5-dimethylisoxazol-4-yl)-5-methylphenoxy)-3,5-dimethylphenyl)-3-(2-methoxyethyl)urea